2-(6-(((1s,2s,3r,5r)-2-fluoro-8-azabicyclo[3.2.1]oct-3-yl)oxy)pyridazin-3-yl)-5-(1,3,4-thiadiazol-2-yl)phenol F[C@H]1[C@@H]2CC[C@H](C[C@H]1OC1=CC=C(N=N1)C1=C(C=C(C=C1)C=1SC=NN1)O)N2